tert-butyl 3-((7-((2-methoxyethyl)sulfonyl)-5-methyl-4-oxo-4,5,6,7,8,9-hexahydro-3H-pyrido[4',3':4,5]pyrrolo[2,3-d]pyridazin-3-yl)methyl)-1H-pyrrolo[2,3-c]pyridine-1-carboxylate COCCS(=O)(=O)N1CC2=C(C3=C(C(N(N=C3)CC3=CN(C4=CN=CC=C43)C(=O)OC(C)(C)C)=O)N2C)CC1